3-(3,5-difluorophenyl)-N-[rel-(3R,5R)-5-(trifluoromethylsulfonylcarbamoyl)tetrahydrofuran-3-yl]-5-vinyl-4H-isoxazole-5-carboxamid FC=1C=C(C=C(C1)F)C1=NOC(C1)(C(=O)N[C@H]1CO[C@H](C1)C(NS(=O)(=O)C(F)(F)F)=O)C=C |o1:16,19|